FCCN1CCC(CC1)OC1=CC=C(C=C1)NC1=NC2=CC=CC=C2C=N1 2-((4-((1-(2-fluoroethyl)piperidin-4-yl)oxy)phenyl)amino)quinazolin